2-((2-((4-(1-((trans)-5-hydroxyadamantan-2-yl)piperidin-4-yl)-2-methoxyphenyl)amino)-5-(trifluoromethyl)pyrimidin-4-yl)amino)-N,3-dimethylbenzamide OC12CC3C(C(CC(C1)C3)C2)N2CCC(CC2)C2=CC(=C(C=C2)NC2=NC=C(C(=N2)NC2=C(C(=O)NC)C=CC=C2C)C(F)(F)F)OC